F[C@@H]1[C@H]2CC[C@@H](C[C@@H]1OC1=CC=C(N=N1)C=1C(=CC(=NC1)C=1C=NN(C1)C)O)N2 5-(6-(((1R,2R,3S,5S)-2-fluoro-8-azabicyclo[3.2.1]oct-3-yl)oxy)pyridazin-3-yl)-2-(1-methyl-1H-pyrazol-4-yl)pyridin-4-ol